bis(trifluoromethyl)-4,4'-biphenyldiamine FC(F)(F)C=1C(=C(C=CC1N)C1=CC=C(C=C1)N)C(F)(F)F